tert-Butyl ((2-(6-chloropyridin-2-yl)-4-methylphenyl)sulfonyl)-L-prolinate ClC1=CC=CC(=N1)C1=C(C=CC(=C1)C)S(=O)(=O)N1[C@@H](CCC1)C(=O)OC(C)(C)C